((2R,6R)-2,6-dimethylpiperazin-1,4-diyl)bis((4-methoxyphenyl)methanone) C[C@H]1N([C@@H](CN(C1)C(=O)C1=CC=C(C=C1)OC)C)C(=O)C1=CC=C(C=C1)OC